3-(2-Methyl-3-phenylpropyl)-1,4,2-dioxazol-5-one CC(CC1=NOC(O1)=O)CC1=CC=CC=C1